C(CC)[Si](OC)(OC)C propyl(methyl)dimethoxysilane